Cl.NC1(CC(C1)O)CO 3-amino-3-(hydroxymethyl)cyclobutan-1-ol hydrochloride